C(C)(=O)C=1C=C(C=C2C(N(C(=NC12)[C@H]1OCCC1)C1CC1)=O)F (S)-8-acetyl-3-cyclopropyl-6-fluoro-2-(tetrahydrofuran-2-yl)quinazolin-4(3H)-one